3-phenyl-1-(2',4',6'-triisopropyl-5-((9-(4-(2,4,6-triisopropylphenyl)pyridin-2-yl)-9H-carbazol-2-yl)oxy)-[1,1'-biphenyl]-3-yl)-1H-benzo[d]imidazol-3-ium chloride [Cl-].C1(=CC=CC=C1)[N+]1=CN(C2=C1C=CC=C2)C=2C=C(C=C(C2)OC2=CC=1N(C3=CC=CC=C3C1C=C2)C2=NC=CC(=C2)C2=C(C=C(C=C2C(C)C)C(C)C)C(C)C)C2=C(C=C(C=C2C(C)C)C(C)C)C(C)C